2-(4-methylphenylsulfonyl)propan-1-one CC1=CC=C(C=C1)S(=O)(=O)C(C=O)C